NC=1C=NN(C1N1C[C@H](N(C[C@H]1C)C(=O)OC(C)(C)C)C)C tert-butyl (2R,5R)-4-(4-amino-1-methyl-1H-pyrazol-5-yl)-2,5-dimethylpiperazine-1-carboxylate